1,2-dichloro-4-nitro-benzene ClC1=C(C=C(C=C1)[N+](=O)[O-])Cl